C1(CCC=CCCC1)CNC1=CC=C(C=C1)OC N-(cycloocta-4-en-1-ylmethyl)-4-methoxyaniline